N-(2-amino-1-phenylethyl)-1-(2-((2-chloro-4-fluoro-phenyl)amino)-5-methylpyrimidin-4-yl)-1H-pyrazole-4-carboxamide NCC(C1=CC=CC=C1)NC(=O)C=1C=NN(C1)C1=NC(=NC=C1C)NC1=C(C=C(C=C1)F)Cl